2-(hydroxyethyl)-4-methyl-N-(4-(methylsulfonyl)phenyl)-5-(2-(trifluoromethyl)phenyl)-1H-pyrrole-3-carboxamide OCCC=1NC(=C(C1C(=O)NC1=CC=C(C=C1)S(=O)(=O)C)C)C1=C(C=CC=C1)C(F)(F)F